(S)-4-(2-Cyclopropyl-6-(4-((3-methylpiperidin-1-yl)methyl)-2-oxobenzo[cd]indole-1(2H)-yl)pyridin-4-yl)-3-(4-methyl-4H-1,2,4-triazol-3-yl)benzonitrile C1(CC1)C1=NC(=CC(=C1)C1=C(C=C(C#N)C=C1)C1=NN=CN1C)N1C(C2=C3C(C=CC=C13)=CC(=C2)CN2C[C@H](CCC2)C)=O